O1C(=CC2=C1C=CC=C2)COC2=CC=CC(=N2)C2CCN(CC2)CC2=NC1=C(N2C[C@H]2OCC2)C=C(C=C1)C(=O)OC methyl (S)-2-((4-(6-((benzofuran-2-yl) methoxy) pyridin-2-yl) piperidin-1-yl) methyl)-1-((oxetan-2-yl) methyl)-1H-benzo[d]imidazole-6-carboxylate